4-carboxy-1-(4-cyano-3-oxobutyl)benzene C(=O)(O)C1=CC=C(C=C1)CCC(CC#N)=O